fluoro-1H-pyrrolo[3,2-c]pyridin FN1C=CC=2C=NC=CC21